1-(4-fluorophenyl)-2-oxo-N-[5-[(6-pyrrolidin-3-yl-1,7-naphthyridin-4-yl)oxy]-2-pyridyl]pyridine-3-carboxamide FC1=CC=C(C=C1)N1C(C(=CC=C1)C(=O)NC1=NC=C(C=C1)OC1=CC=NC2=CN=C(C=C12)C1CNCC1)=O